(3R)-3-[4-[4-[1-[[3-[(1S,5R)-3-[3-amino-6-(2-hydroxyphenyl)pyridazin-4-yl]-3,8-diazabicyclo[3.2.1]octan-8-yl]phenyl]methyl]-4-piperidyl]-1-piperidyl]indolin-1-yl]piperidine-2,6-dione NC=1N=NC(=CC1N1C[C@@H]2CC[C@H](C1)N2C=2C=C(C=CC2)CN2CCC(CC2)C2CCN(CC2)C2=C1CCN(C1=CC=C2)[C@H]2C(NC(CC2)=O)=O)C2=C(C=CC=C2)O